C(C)C1=CC=C(C=C1)C12CN(CC2C1)C(=O)C1CC2(C1)NC(OC2)=O (rac)-(2s,4s)-2-(1-(4-Ethylphenyl)-3-azabicyclo[3.1.0]hexan-3-carbonyl)-7-oxa-5-azaspiro[3.4]octan-6-on